FC=1C=C(C=CC1C(=O)OC)C1N(CCNC1)CC1=C2C=CN(C2=C(C=C1OC)C)C(=O)OC(C)(C)C tert-Butyl 4-((2-(3-fluoro-4-(methoxycarbonyl)phenyl)piperazin-1-yl)methyl)-5-methoxy-7-methyl-1H-indole-1-carboxylate